FC(C(=O)O)(F)F.ClC1=NC=CC=C1C1=NNC2=NC(=CN=C21)N2CCC1([C@@H](COC1)N)CC2 (S)-8-(3-(2-chloro-pyridin-3-yl)-1H-pyrazolo[3,4-b]-pyrazin-6-yl)-2-oxa-8-azaspiro[4.5]-decan-4-amine trifluoroacetate